({[(2R,3S,4R,5R)-5-{2-chloro-6-[(2-methoxyethyl)amino]-9H-purin-9-yl}-3,4-dihydroxyoxocyclopent-2-yl]methoxy}methyl)phosphonic acid ClC1=NC(=C2N=CN(C2=N1)[C@@H]1[C@H]([C@H]([C@H](C1=O)COCP(O)(O)=O)O)O)NCCOC